BrC1=C(SC(=C1)CCCCCC)C=1SC(=CC1)CCCCCC 3-bromo-5,5'-dihexyl-2,2'-bithiophene